C(#N)C1=CC=C(C=C1)C=1N=C2C(=NC1)N=C(S2)NC(=O)C=2C=NC(=CC2C2=CC(=NC=C2C#C)C)C N-(6-(4-cyanophenyl)thiazolo[4,5-b]pyrazin-2-yl)-5'-ethynyl-2',6-dimethyl-[4,4'-bipyridyl]-3-carboxamide